tert-butyl (1-(2-fluoro-3-(trifluoromethoxy)phenyl)-2-oxocyclohexyl)carbamate FC1=C(C=CC=C1OC(F)(F)F)C1(C(CCCC1)=O)NC(OC(C)(C)C)=O